N-((1r,4r)-4-(2-methoxyethoxy)cyclohexyl)-6-methyl-5H-pyrrolo[3,2-d]pyrimidine-4-carboxamide COCCOC1CCC(CC1)NC(=O)C=1C2=C(N=CN1)C=C(N2)C